COC=1C(=CC(=NC1)C)C1=C(C=NC(=C1)C)C(=O)NC=1SC(=NN1)OCC1=NC=C(C=C1)C(C)(C)OC 5'-methoxy-N-(5-((5-(2-methoxyprop-2-yl)pyridin-2-yl)methoxy)-1,3,4-thiadiazol-2-yl)-2',6-dimethyl-(4,4'-bipyridine)-3-carboxamide